NC1=CC=C(C=C1)C(=N)NC(OCC=1OC(OC1C)=O)=O (5-methyl-2-oxo-1,3-dioxol-4-yl)methyl ((4-aminophenyl)(imino)methyl)carbamate